tert-butyl 6-amino-3,4-dihydroquinoline-1(2H)-carboxylate NC=1C=C2CCCN(C2=CC1)C(=O)OC(C)(C)C